1-hexyl-3-methyl-imidazolium bis(trifluoromethylsulfonyl)imide [N-](S(=O)(=O)C(F)(F)F)S(=O)(=O)C(F)(F)F.C(CCCCC)N1C=[N+](C=C1)C